C(C)(C)(C)C1=CC=C(C=C1)[C@H]1CC[C@H](CC1)C(=O)OC Methyl (cis)-4-(4-(tert-butyl)phenyl)cyclohexane-1-carboxylate